4-(furo[3,2-c]pyridin-4-yl)-N-(cis-4-hydroxycycloheptyl)benzamide O1C=CC=2C(=NC=CC21)C2=CC=C(C(=O)N[C@@H]1CC[C@@H](CCC1)O)C=C2